(E)-(2-chlorostyryl)(imino)(5-methoxypyridin-2-yl)-λ6-sulfanone ClC1=C(/C=C/S(=O)(C2=NC=C(C=C2)OC)=N)C=CC=C1